2-(6-methoxy-2,3-dihydro-1H-inden-1-yl)acetonitrile COC1=CC=C2CCC(C2=C1)CC#N